C(C)(CC)NC1=NC(=NC=C1OC)C1=NC=CC=C1 sec-Butyl-(5-methoxy-2-pyridin-2-yl-pyrimidin-4-yl)amine